rac-Ethyl 4-(3-methoxy-2-methylphenyl)-3-(tetrahydrofuran-2-yl)-1H-pyrrole-2-carboxylate COC=1C(=C(C=CC1)C=1C(=C(NC1)C(=O)OCC)[C@@H]1OCCC1)C |r|